ClC1=C(C(=O)Cl)C(=CC(=C1)N1CCOCC1)Cl 2,6-DICHLORO-4-MORPHOLINOBENZOYL CHLORIDE